Di-tert-butyl-methyl-phosphin C(C)(C)(C)P(C)C(C)(C)C